C(C)OCC(C)OCC(C)N (1-ethoxy(propan-2-yl)oxy)-propan-2-amine